CN(C(=O)C1=NC=C(C=N1)B(O)O)C (2-(dimethylcarbamoyl)pyrimidin-5-yl)boronic acid